O=C1CC(N(C1)C(=O)OC(C)(C)C)C(=O)ON1C(C2=CC=CC=C2C1=O)=O 1-(tert-butyl) 2-(1,3-dioxoisoindolin-2-yl) 4-oxopyrrolidine-1,2-dicarboxylate